diethyl-1,12-dodecanedioic acid C(C)C(C(=O)O)(CCCCCCCCCC(=O)O)CC